(5-((4-(3-((2-(1-hydroxyethyl)-1H-imidazol-1-yl)methyl)isoxazol-5-yl)phenyl)ethynyl)pyridin-2-yl)methoxy(Methyl)propionitrile OC(C)C=1N(C=CN1)CC1=NOC(=C1)C1=CC=C(C=C1)C#CC=1C=CC(=NC1)CC(C#N)(C)OC